(S)-6-[8-(4-Chlorophenyl)-6-azaspiro[3.4]octane-6-carbonyl]-1H-pyrazin-2-one ClC1=CC=C(C=C1)[C@@H]1CN(CC12CCC2)C(=O)C2=CN=CC(N2)=O